CCC(C=1NC=CN1)NC(=O)NC(CC)C=1NC=CN1 N,N'-bis(2-methyl-1-imidazolylethyl)urea